ClC1=C(C=C(N=N1)N1CC[C@H]2[C@@H]1CN(CC2)C)C |r| rac-(3aS,7aR)-1-(6-chloro-5-methyl-pyridazin-3-yl)-6-methyl-3,3a,4,5,7,7a-hexahydro-2H-pyrrolo[2,3-c]pyridine